C(C(=C)C)(=O)O.C(O)C(CC)(CO)CO.C(O)C(CC)(CO)CO ditrimethylolpropane monomethacrylate